((R)-2,2-dimethylcyclopropyl)((CIS)-2-((((CIS)-4-phenylcyclohexyl)oxy)methyl)-3-(1H-pyrazol-3-yl)piperidin-1-yl)methanone CC1([C@@H](C1)C(=O)N1[C@H]([C@H](CCC1)C1=NNC=C1)CO[C@@H]1CC[C@@H](CC1)C1=CC=CC=C1)C